2-[[2-[1-(methoxymethyl)-1,2,4-triazol-3-yl]phenyl]methyl]-2,6-diazaspiro[3.3]heptane COCN1N=C(N=C1)C1=C(C=CC=C1)CN1CC2(C1)CNC2